[18F]fluoronicotinic acid [18F]C1=C(C(=O)O)C=CC=N1